C[N+](C1CCCCC1)(CC1=C(C(=CC(=C1)Br)Br)N)[O-] N-methyl-N-cyclohexyl-2-amino-3,5-dibromo-phenylmethylamine oxide